cyclopentylsulfonyl-(2-methoxyphenylsulfonyl)diazomethane C1(CCCC1)S(=O)(=O)C(=[N+]=[N-])S(=O)(=O)C1=C(C=CC=C1)OC